3-(4-vinyl-benzyl)-5,5-dimethyl-hydantoin C(=C)C1=CC=C(CN2C(NC(C2=O)(C)C)=O)C=C1